p-mentha-1,8-dien-4-ol C1(=CCC(CC1)(C(=C)C)O)C